C(C)OP(=O)(OCC)[C@H](C=1C=CC2=C(C=C(S2)C(=O)OCC2=CC=CC=C2)C1)F |r| rac-benzyl 5-[(diethoxyphosphoryl)(fluoro)methyl]-1-benzothiophene-2-carboxylate